C1N(CCC2=CC=CC=C12)C[C@H](CN1CCOC2=C(C1=O)C=CC(=C2)CN2CCN(CC2)C(=O)OC(C)(C)C)O Tert-butyl 4-[[4-[(2R)-3-(3,4-dihydro-1H-isoquinolin-2-yl)-2-hydroxy-propyl]-5-oxo-2,3-dihydro-1,4-benzoxazepin-8-yl]methyl]piperazin-1-carboxylate